methyl (R)-2-((methoxycarbonyl)amino)-3-(5-(prop-2-yn-1-yloxy)-1H-indol-3-yl)propanoate COC(=O)N[C@@H](C(=O)OC)CC1=CNC2=CC=C(C=C12)OCC#C